ClC1=C(C(=NC=C1)N)C1=CC=C(C=C1)OC 4-chloro-3-(p-methoxyphenyl)-2-pyridylamine